C(#N)C(C)(C)SC(N(C1=CC=NC=C1)C)=S N-methyl-N-(pyridin-4-yl)dithiocarbamic acid 2-cyanopropan-2-yl ester